((2-(((5S,8S,10aR)-3-acetyl-6-oxo-8-((2-phenylpropan-2-yl)carbamoyl)decahydropyrrolo[1,2-a][1,5]diazocin-5-yl)carbamoyl)-1H-indol-5-yl)difluoromethyl)phosphonic acid C(C)(=O)N1CC[C@@H]2N(C([C@H](C1)NC(=O)C=1NC3=CC=C(C=C3C1)C(F)(F)P(O)(O)=O)=O)[C@@H](CC2)C(NC(C)(C)C2=CC=CC=C2)=O